C1=CC=CC=2C3=CC=CC=C3C(=CC12)C=1C=C(C=CC1)C1=NC=NC(=C1)C1=CC(=CC=C1)C=1C2=CC=CC=C2C=2C=CC=CC2C1 4,6-bis[3-(phenanthr-9-yl)phenyl]Pyrimidine